N-[(E)-[phenyl(pyridin-2-yl)methylidene]amino]pyridin-2-amine C1(=CC=CC=C1)/C(/C1=NC=CC=C1)=N\NC1=NC=CC=C1